adamantanedimethanol C12(C(C3CC(CC(C1)C3)C2)CO)CO